di-isononyl adipate C(CCCCC(=O)OCCCCCCC(C)C)(=O)OCCCCCCC(C)C